ClC=1C=C2C(=CC(=C(C2=CC1)OC(C(=C)C)=O)N)OC 6-chloro-2-amino-4-methoxy-1-methacryloyloxynaphthalene